3-methylpyrido[2,3-d]pyridazin-5-one CC1=CC2=C(C=NNC2=O)N=C1